4-(benzoyloxy)piperazine-1-carboxylic acid tert-butyl ester C(C)(C)(C)OC(=O)N1CCN(CC1)OC(C1=CC=CC=C1)=O